5-bromo-2-methoxy-N-methylnicotinamide BrC=1C=NC(=C(C(=O)NC)C1)OC